tert-butyl (2R,4S)-4-(2-(3-methoxytetrahydrofuran-3-yl)-4-methylpyridin-3-yl)-2-methylpiperidine-1-carboxylate COC1(COCC1)C1=NC=CC(=C1[C@@H]1C[C@H](N(CC1)C(=O)OC(C)(C)C)C)C